FC(C(C)(O)C)(C1=C(C(=CC=C1)[C@@H](C)NC1=NC(=NC2=C3C(=C(C=C12)N1CCC(CC1)CO)CCC3)C)F)F (R)-1,1-difluoro-1-(2-fluoro-3-(1-((6-(4-(hydroxymethyl)piperidin-1-yl)-2-methyl-8,9-dihydro-7H-cyclopenta[h]quinazolin-4-yl)amino)ethyl)phenyl)-2-methylpropan-2-ol